C(C)(C)(C)OC(C[C@H](C(=O)N1C(OC=C1CC1=CC=CC=C1)=O)C1CC1)=O (S)-4-((S)-4-benzyl-2-oxooxazolin-3-yl)-3-cyclopropyl-4-oxobutanoic acid tert-butyl ester